NC=1C(=CC(=C(C1)C1=C(C(=C(C(=C1F)F)F)F)F)F)O 5-amino-2,2',3',4',5',6'-hexafluoro-[1,1'-biphenyl]-4-ol